Tert-butyl (4-(hydroxymethyl)cyclohexyl)(methyl)carbamate OCC1CCC(CC1)N(C(OC(C)(C)C)=O)C